(2-chloro-4-((2-chlorobenzofuran-7-yl)oxy)phenyl)(4-chloro-7H-pyrrolo[2,3-d]pyrimidine-5-yl)methanone ClC1=C(C=CC(=C1)OC1=CC=CC=2C=C(OC21)Cl)C(=O)C2=CNC=1N=CN=C(C12)Cl